iridium borate B([O-])([O-])[O-].[Ir+3]